triglycerol nonanoate C(CCCCCCCC)(=O)O.OCC(O)CO.OCC(O)CO.OCC(O)CO